C1(CCC1)N1N=CC(=C1)C1=C(C(=O)O)C=C(C=C1)NC(=O)C1(CC1)C1=CC=C(C=C1)C(F)(F)F 2-(1-Cyclobutyl-1H-pyrazol-4-yl)-5-[({1-[4-(trifluoromethyl)phenyl]cyclopropyl}carbonyl)amino]benzoic acid